BrC=1C=CC=C2/C(/C(NC12)=O)=C/1\C(N(/C(/S1)=N/C1=CC=C(C=C1)S(=O)(=O)N)CC)=O 4-(((Z)-5-((Z)-7-bromo-2-oxoindoline-3-ylidene)-3-ethyl-4-oxothiazolidin-2-ylidene)amino)benzenesulphonamide